OC1CN(C1)CCC(=O)OC(C(=O)OC=1C(=C2CC[C@](OC2=C(C1C)C)(CCC[C@@H](CCC[C@@H](CCCC(C)C)C)C)C)C)C(=O)OC=1C(=C2CC[C@](OC2=C(C1C)C)(CCC[C@@H](CCC[C@@H](CCCC(C)C)C)C)C)C Bis((R)-2,5,7,8-Tetramethyl-2-((4R,8R)-4,8,12-trimethyltridecyl)chroman-6-yl) 2-((3-(3-hydroxyazetidin-1-yl)propanoyl)oxy)malonate